NCC(O)C=1C(=NC=C(C1)OC([2H])([2H])[2H])F 2-amino-1-(2-fluoro-5-(methoxy-d3)pyridin-3-yl)ethan-1-ol